N-Ethylcarboxamidoadenosine CCNC(=O)[C@@H]1[C@H]([C@H]([C@@H](O1)N2C=NC3=C(N=CN=C32)N)O)O